P(=O)(OOCOCC1CO1)([O-])[O-] glycidoxy-methoxy phosphate